CC1=CC=C(C=C1)C1=NC(=CC=C1C1=CC=C(C=C1)C)C1=CC=C(C=C1)C 2-(4-methylphenyl)-3,6-bis(4-methylphenyl)-pyridine